NC1=CC=C(C(=N1)[C@H]1[C@@H](CC=2C(=NC=NC2C1)N1CCN(CC1)C(C=C)=O)C)C(F)(F)F 1-(4-((6R,7R)-7-(6-amino-3-(trifluoromethyl)pyridin-2-yl)-6-methyl-5,6,7,8-tetrahydroquinazolin-4-yl)piperazin-1-yl)prop-2-en-1-one